(R)-5-(trifluoromethyl)-4,5,6,7-tetrahydro-1H-indazole-3-carboxylic acid ethyl ester C(C)OC(=O)C1=NNC=2CC[C@H](CC12)C(F)(F)F